(E)-4-(N-benzyl-4-benzyl-2-morpholinopyrimidine-5-carboxamido)-2-butene carbonate C(O)(O)=O.C(C1=CC=CC=C1)N(C(=O)C=1C(=NC(=NC1)N1CCOCC1)CC1=CC=CC=C1)C/C=C/C